BrC=1C=C(SC1)[C@@H](C)NC1=NC(=NC2=CC(=C(C=C12)C1=CCCCC1)OC)C 4-(4-(((R)-1-(4-Bromothiophen-2-yl)ethyl)amino)-7-methoxy-2-methylquinazoline-6-yl)cyclohex-3-ene